CC1=C(C#N)C=CC=C1[C@@H](C)NC1=NN=C(C2=CC3=C(C=C12)N(C(C3(C)C)=O)C)C 2-methyl-3-[(1R)-1-[(1,3,3,5-tetramethyl-2-oxo-pyrrolo[3,2-g]phthalazin-8-yl)amino]ethyl]benzonitrile